(1-((2-methylpyrimidin-5-yl)methyl)-1H-pyrazol-4-yl)methylamine hydrochloride Cl.CC1=NC=C(C=N1)CN1N=CC(=C1)CN